NC=1C(=C(C(=CC1)Cl)NC1CCN(CC1)C=C1CC=C(C=C1)N(S(=O)(=O)C)C)[N+](=O)[O-] (4-((4-((3-amino-6-chloro-2-nitrophenyl)amino)piperidin-1-yl)methylene)phenyl)-N-methyl-methylsulfonamide